(S)-5-Benzyl-N-(5-methyl-4-oxo-2,3,4,5-tetrahydrobenzo[b][1,4]oxazepin-3-yl)isoxazol-3-carboxamid C(C1=CC=CC=C1)C1=CC(=NO1)C(=O)N[C@@H]1C(N(C2=C(OC1)C=CC=C2)C)=O